BrC1=CC(=C(C=C1F)N)OC (4-bromo-5-fluoro-2-methoxy-phenyl)amine